6-(3-Cyclopropylquinoxalin-2-yl)-8-methyl-7-phenylpyrido[2,3-b]pyrazine C1(CC1)C=1C(=NC2=CC=CC=C2N1)C=1C(=C(C=2C(=NC=CN2)N1)C)C1=CC=CC=C1